3,4-DIMETHOXYPHENYLISOCYANIDE COC=1C=C(C=CC1OC)[N+]#[C-]